5-fluoro-1-iodo-3-methyl-2-((1r,4r)-4-(trifluoromethoxy)-cyclohexyl)benzene FC=1C=C(C(=C(C1)I)C1CCC(CC1)OC(F)(F)F)C